O1COC2=C1C=CC=C2S(=O)(=O)N2C=C(C=C2C=2C(=NC=CC2)F)CN(C(OC(C)(C)C)=O)C tert-butyl N-{[1-(2H-1,3-benzodioxole-4-sulfonyl)-5-(2-fluoropyridin-3-yl)-1H-pyrrol-3-yl]methyl}-N-methylcarbamate